3-ethyl-2,4-pentanediol benzoate phenylglyoxylate C1(=CC=CC=C1)C(C(=O)OC(C(C(C)OC(C1=CC=CC=C1)=O)CC)C)=O